2-(Perfluorohexyl)ethyl methacrylate C(C(=C)C)(=O)OCCC(C(C(C(C(C(F)(F)F)(F)F)(F)F)(F)F)(F)F)(F)F